1-chloro-3-(2,6-dichloro-4-(2-(4-(2-hydroxy-3-morpholinopropoxy)phenyl)propan-2-yl)phenoxy)propan-2-yl acetate C(C)(=O)OC(CCl)COC1=C(C=C(C=C1Cl)C(C)(C)C1=CC=C(C=C1)OCC(CN1CCOCC1)O)Cl